3-[6-[3-(dimethoxyphosphorylmethyl)-3-methyl-azetidin-1-yl]-3-pyridinyl]-1-tetrahydropyran-2-yl-indazole COP(=O)(OC)CC1(CN(C1)C1=CC=C(C=N1)C1=NN(C2=CC=CC=C12)C1OCCCC1)C